(+)-trans-5-(1H-Benzotriazol-5-carbonyl)-3a-methoxy-hexahydro-pyrrolo[3,4-c]pyrrol N1N=NC2=C1C=CC(=C2)C(=O)N2C[C@H]1[C@](C2)(CNC1)OC